BrC1=CC=C(S1)S(=O)(=O)N1CC(CC(C1)C1CCCCC1)C(=O)O 1-((5-bromothiophen-2-yl)sulfonyl)-5-cyclohexylpiperidine-3-carboxylic acid